4-bromo-N1-(2,6-dibenzyloxy-3-pyridyl)-N2-methyl-benzene-1,2-diamine BrC=1C=C(C(=CC1)NC=1C(=NC(=CC1)OCC1=CC=CC=C1)OCC1=CC=CC=C1)NC